C(C)(C)(C)OC(NC1CCN(CC1)S(=O)(=O)C=1C=NN(C1)C)=O (1-((1-methyl-1H-pyrazol-4-yl)sulfonyl)piperidin-4-yl)carbamic acid tert-butyl ester